(dibutoxymethyl)-4-fluoro-2-nitrobenzene C(CCC)OC(OCCCC)C1=C(C=C(C=C1)F)[N+](=O)[O-]